CC/C=C\\C/C=C\\C/C=C\\C/C=C\\C/C=C\\CCCC(=O)OCC The molecule is a long-chain fatty acid ethyl ester resulting from the formal condensation of the carboxy group of (5Z,8Z,11Z,14Z,17Z)-icosapentaenoic acid with the hydroxy group of ethanol. It has a role as an anticholesteremic drug, a marine metabolite, an antipsychotic agent, an antidepressant and a prodrug. It is a long-chain fatty acid ethyl ester and a polyunsaturated fatty ester. It derives from an all-cis-5,8,11,14,17-icosapentaenoic acid.